1-butyl-amine C(CCC)N